C(#C)C=1C=2N(C=C(C1)C=1C=NN(C1)C)N=CC2C#N 4-ethynyl-6-(1-methyl-1H-pyrazol-4-yl)pyrazolo[1,5-a]pyridine-3-carbonitrile